ClC=1N=C(C2=C(N1)C=CC=N2)OCC2=CC=C(C=C2)N2C(C(=CC=C2)C(F)(F)F)=O 1-(4-(((2-chloropyrido[3,2-d]pyrimidin-4-yl)oxy)methyl)phenyl)-3-(trifluoromethyl)pyridin-2(1H)-one